3-methacryloxy-propylbis(trimethylsiloxy)methylsilane methyl-7-(2-hydroxy-4,6-dimethyl-phenyl)-2-(1-methyl-3-piperidyl)-1,8-naphthyridine-4-carboxylate COC(=O)C1=CC(=NC2=NC(=CC=C12)C1=C(C=C(C=C1C)C)O)C1CN(CCC1)C.C(C(=C)C)(=O)OCCC[SiH2]C(O[Si](C)(C)C)O[Si](C)(C)C